NC=1C(=C(C(=O)O)C=CC1C(F)(F)F)Cl 3-amino-2-chloro-4-(trifluoromethyl)benzoic acid